C(C1=CC=CC=C1)(=O)OCCCCN1CCN(CC1)C=1C=CC(=C(C1)NCCC(=O)O)Cl 3-((5-(4-(4-(Benzoyloxy)butyl)piperazin-1-yl)-2-chlorophenyl)amino)propanoic acid